NC=1C2=C(N=CN1)N(C=C2I)[C@H]2[C@@H]([C@@H]([C@H](C2)CNCCCNCCC2=CC=CC=C2)O)O (1R,2s,3R,5R)-3-(4-amino-5-iodo-7H-pyrrolo[2,3-d]pyrimidin-7-yl)-5-(((3-(phenethylamino)-propyl)amino)methyl)cyclopentane-1,2-diol